5,5-dimethyl-1,2λ6-oxathiolane-2,2-dione CC1(CCS(O1)(=O)=O)C